5-[[(2R,3S,4R,5R)-3-(3,4-Difluoro-2-methoxy-phenyl)-4,5-dimethyl-5-(trifluoromethyl)tetrahydrofuran-2-carbonyl]amino]pyridin-3-carboxamid FC=1C(=C(C=CC1F)[C@H]1[C@@H](O[C@]([C@@H]1C)(C(F)(F)F)C)C(=O)NC=1C=C(C=NC1)C(=O)N)OC